methyl 6-(3,5-dichlorobenzamido)chromane-2-carboxylate ClC=1C=C(C(=O)NC=2C=C3CCC(OC3=CC2)C(=O)OC)C=C(C1)Cl